COC1=C(C(=O)O)C=CC(=C1)C=1N(C=C(N1)C(F)(F)F)C 2-methoxy-4-(1-methyl-4-(trifluoromethyl)-1H-imidazol-2-yl)benzoic acid